3,3'-(((((7-(2-carboxy-2-(pyrrolidin-3-yl)ethyl)quinolin-2-yl)methyl)azanediyl)bis(methylene))bis(3,1-phenylene))bis(2-(pyrrolidin-3-yl)propanoic acid) C(=O)(O)C(CC1=CC=C2C=CC(=NC2=C1)CN(CC=1C=C(C=CC1)CC(C(=O)O)C1CNCC1)CC=1C=C(C=CC1)CC(C(=O)O)C1CNCC1)C1CNCC1